NC1=NC=C(C(=N1)C=1C=NN(C1)[C@@H]([C@@H](C)O)C)C(F)(F)F (2r,3r)-3-(4-(2-amino-5-(trifluoromethyl)pyrimidin-4-yl)-1H-pyrazol-1-yl)butan-2-ol